FC1C(CN(C1)C)OCC1=CC=C(C=C1)N1C=NC(=C1)NC=1N=CC(=NC1)C#N 5-((1-(4-(((4-Fluoro-1-methylpyrrolidin-3-yl)oxy)methyl)phenyl)-1H-imidazol-4-yl)amino)pyrazine-2-carbonitrile